C(C)[C@H]1OC2=C(CN(C1)CC1=CC(=CC=3C=CSC31)[C@@H](CC(=O)O)C3=C(C1=C(N(N=N1)C)C(=C3)OC)C)N=C(C=C2)O (3R)-3-(7-{[(2R)-2-Ethyl-7-hydroxy-2,3-dihydropyrido[2,3-f][1,4]oxazepin-4(5H)-yl]methyl}-1-benzothiophen-5-yl)-3-(7-methoxy-1,4-dimethyl-1H-benzotriazol-5-yl)propanoic acid